N[C@@H]1CN(CC1)C1=C(C=CC=2N(C(=NC21)C)C)NC(C2=C(C(=NC=C2)C2=C(C=CC=C2OC)F)F)=O N-(4-((S)-3-aminopyrrolidin-1-yl)-1,2-dimethyl-1H-benzo[d]imidazol-5-yl)-3-fluoro-2-(2-fluoro-6-methoxyphenyl)isonicotinamide